NCCNC(CCOCCOCCOCCOCCOCCOCCOCCOCCNC(CCN1C(C=CC1=O)=O)=O)=O N-(2-aminoethyl)-31-(2,5-dioxo-2,5-dihydro-1H-pyrrol-1-yl)-29-oxo-4,7,10,13,16,19,22,25-octaoxa-28-azahentriacontan-1-amide